(methylbiphenylyl)bis(diphenylfluorenyl)Amine CC=1C(=C(C=CC1)C1=CC=CC=C1)N(C1=C(C(=CC=2C3=CC=CC=C3CC12)C1=CC=CC=C1)C1=CC=CC=C1)C1=C(C(=CC=2C3=CC=CC=C3CC12)C1=CC=CC=C1)C1=CC=CC=C1